N-(4-((6,7-dimethoxyquinolin-4-yl)oxy)phenyl)-3-oxobutanamide COC=1C=C2C(=CC=NC2=CC1OC)OC1=CC=C(C=C1)NC(CC(C)=O)=O